(cyclopentadienyl)dimethyl-(methoxy)zirconium C1(C=CC=C1)[Zr](OC)(C)C